C1(CCCCC1)[C@@H](C)NC(C1=C(C=CC(=C1)[N+](=O)[O-])C)=O (R)-N-[1-(1-cyclohexyl)ethyl]2-methyl-5-nitro-benzamide